CC1=C(C=CC(=C1)B1OC(C(O1)(C)C)(C)C)C1CCN(CC1)C(=O)OC(C)(C)C tert-butyl 4-(2-methyl-4-(4,4,5,5-tetramethyl-1,3,2-dioxaborolan-2-yl)phenyl)piperidine-1-carboxylate